CC1=NC=C(C(=C1O)C[NH3+])CO The molecule is an ammonium ion that is the conjugate acid of pyridoxamine arising from selective protonation of the primary amino group; major species at pH 7.3. It has a role as a human metabolite, an Escherichia coli metabolite, a Saccharomyces cerevisiae metabolite and a plant metabolite. It is an ammonium ion derivative and an organic cation. It is a conjugate base of a pyridoxamine(2+). It is a conjugate acid of a pyridoxamine.